CC(C)CCCC(C)CCCC(C)CCCC(C)C=O pristanal